4-((S)-2-(dimethylamino)-3-((R)-3-(2-methylpyrimidin-5-yl)-3-(1-(trifluoromethyl)cyclopropyl)propanamido)propyl)-2-fluoro-3-methylbenzamide CN([C@@H](CC1=C(C(=C(C(=O)N)C=C1)F)C)CNC(C[C@@H](C1(CC1)C(F)(F)F)C=1C=NC(=NC1)C)=O)C